S1C=NC2=C1C=CC(=C2)NC(=O)[C@H]2C[C@@H](N(CC2)S(=O)(=O)C=2C=NC(=CC2)Cl)C trans-N-(benzo[d]thiazol-5-yl)-1-((6-chloropyridin-3-yl)sulfonyl)-2-methylpiperidine-4-carboxamide